FC[C@H](C)NCC(CC1=C(C(NC=N1)=O)O)(C)C1=CC=C(C=C1)C#CC1=CC=C(C=C1)CN1CC(C1)OC 6-(3-(((S)-1-fluoropropan-2-yl)amino)-2-(4-((4-((3-methoxyazetidin-1-yl)methyl)phenyl)ethynyl)phenyl)-2-methyl-propyl)-5-hydroxypyrimidin-4(3H)-one